(5-Benzyl-7,8-dihydro-1,6-naphthyridin-6(5H)-yl)(7-chloro-1H-benzo[d]imidazol-2-yl)methanone C(C1=CC=CC=C1)C1C=2C=CC=NC2CCN1C(=O)C1=NC2=C(N1)C(=CC=C2)Cl